NC=1C=2N(C3=CC(=CC=C3N1)C(=O)N(C)[C@@H]1COC3=C1C=CC(=C3)Br)C=NC2 (S)-4-amino-N-(6-bromo-2,3-dihydrobenzofuran-3-yl)-N-methylimidazo[1,5-a]quinoxalin-8-carboxamide